1-[(3,4-dimethoxyphenyl)methyl]-6,7-dimethoxyisoquinoline hydrochloride Cl.COC=1C=C(C=CC1OC)CC1=NC=CC2=CC(=C(C=C12)OC)OC